C[C@H]1N(CCC1)C1=C2C(=NC=C1)NC=C2C#N 4-[(2R)-2-methylpyrrolidin-1-yl]-1H-pyrrolo[2,3-b]pyridine-3-carbonitrile